N-methyl-1-(1-methylpyrrol-3-yl)methanamine hydrochloride Cl.CNCC1=CN(C=C1)C